N,N'-di(3-tolyl)-N,N'-di(phenyl)-benzidine C1(=CC(=CC=C1)N(C1=CC=C(C=C1)C1=CC=C(N(C2=CC=CC=C2)C=2C=C(C=CC2)C)C=C1)C1=CC=CC=C1)C